3-[6-(4,4-difluoropiperidin-1-yl)-5-fluoropyridin-3-yl]Methyl-1,2-thiazole-5-carboxylate FC1(CCN(CC1)C1=C(C=C(C=N1)CC1=NSC(=C1)C(=O)[O-])F)F